Cl.N[C@H]1[C@@H](COCC1)O (3S,4R)-4-aminotetrahydro-2H-pyran-3-ol HCl